CN1C(C(=CC=C1)[C@@H](CNS(=O)(=O)C)CO[C@@H]1CC[C@@H](CC1)C1=CC=CC=C1)=O |o1:7| (S or R)-N-[2-(1-methyl-2-oxo-1,2-dihydropyridin-3-yl)-3-{[(CIS)-4-phenylcyclohexyl]oxy}propyl]methanesulfonamide